BrC1=CC2=C(NC3=C2N=CN=C3O)C=N1 8-bromo-5H-pyrido[4',3':4,5]pyrrolo[3,2-d]pyrimidin-4-ol